3-amino-N-(3-fluoro-4-sulfamoylphenyl)-6-p-tolylpyrazine-2-carboxamide NC=1C(=NC(=CN1)C1=CC=C(C=C1)C)C(=O)NC1=CC(=C(C=C1)S(N)(=O)=O)F